FC=1C(=C(C=CC1)C=1C=CC=2N(C1)C(=C(N2)NCCN(C(OC(C)(C)C)=O)C)C(=O)[C@H]2[C@H](C2)F)C tert-butyl (2-((6-(3-fluoro-2-methylphenyl)-3-((1S,2S)-2-fluorocyclopropane-1-carbonyl)imidazo[1,2-a]pyridin-2-yl)amino)ethyl)(methyl)carbamate